Methyl-o-benzoyl-benzoat COC(C1=C(C=CC=C1)C(C1=CC=CC=C1)=O)=O